3-(3,5-dichloro-4-hydroxybenzamido)-N-(2-(trifluoromethoxy)benzyl)isonicotinamide ClC=1C=C(C(=O)NC2=C(C(=O)NCC3=C(C=CC=C3)OC(F)(F)F)C=CN=C2)C=C(C1O)Cl